3-[4-[[4-chloro-5-(2,2-difluoro-1,3-benzodioxol-4-yl)-3-methyl-pyrazol-1-yl]methyl]phenyl]-5-(trifluoromethyl)-1,2,4-oxadiazole ClC=1C(=NN(C1C1=CC=CC=2OC(OC21)(F)F)CC2=CC=C(C=C2)C2=NOC(=N2)C(F)(F)F)C